N=1C=CN2C1N=CC(=C2)C=2C=CN1N=C(N=C(C12)OC(F)(F)F)NC1CCC2(COC2)CC1 5-(imidazo[1,2-a]pyrimidin-6-yl)-N-(2-oxaspiro[3.5]nonan-7-yl)-4-(trifluoromethoxy)pyrrolo[2,1-f][1,2,4]triazin-2-amine